C1(CC1)CCN1C(N(C(CC1=O)=O)C1=CC(=CC=C1)C1=NOC(=N1)C)=O 2-Cyclopropylethyl-3-[3-(5-methyl-1,2,4-oxadiazol-3-yl)phenyl]-2,4,6(1H,3H,5H)-pyrimidinetrione